pantothenic acid-hemi-calcium salt [Ca+2].C(CCNC([C@H](O)C(C)(C)CO)=O)(=O)[O-].C(CCNC([C@H](O)C(C)(C)CO)=O)(=O)[O-].C(CCNC([C@H](O)C(C)(C)CO)=O)(=O)[O-].C(CCNC([C@H](O)C(C)(C)CO)=O)(=O)[O-]